S(=O)(=O)(O)O.NC=1C=CC2=CC3=CC=C(C=C3N=C2C1)N.NC=1C=CC2=CC3=CC=C(C=C3N=C2C1)N 3,6-Diamino-acridin hemisulfat